3-(4-chlorophenyl)-3-methylbutan-1-amine ClC1=CC=C(C=C1)C(CCN)(C)C